COC(C1=CN=C(C=C1)C1=CC(=CC=C1)C(=O)OCC)=O 6-(3-Ethoxyformylphenyl)nicotinic acid methyl ester